CC(C)(C)C1=CC=C(C=C1)OC2=C3C4=C(C=C5C6=C4C(=C(C=C6C(=O)OC5=O)OC7=CC=C(C=C7)C(C)(C)C)C8=C(C=C9C(=C38)C(=C2)C(=O)OC9=O)OC1=CC=C(C=C1)C(C)(C)C)OC1=CC=C(C=C1)C(C)(C)C 1,6,7,12-tetra-tert-butylphenoxyperylene-3,4,9,10-tetracarboxylic dianhydride